O[C@H]1[C@H](N(C[C@@H]1O)C(=O)OC(C)(C)C)CC=1C=NC(=CC1)C1=CN=CO1 tert-butyl (2R,3S,4S)-3,4-dihydroxy-2-{[6-(1,3-oxazol-5-yl)pyridin-3-yl]methyl}pyrrolidine-1-carboxylate